(dibenzylamino)-1-azaspiro[4.5]decan-2-one C(C1=CC=CC=C1)N(CC1=CC=CC=C1)N1C(CCC12CCCCC2)=O